4-(2-(2,4-Difluorophenoxy)-5-((1-methylethyl)sulfonylamino)phenyl)-2,6-dimethylpyridine 1-oxide FC1=C(OC2=C(C=C(C=C2)NS(=O)(=O)C(C)C)C2=CC(=[N+](C(=C2)C)[O-])C)C=CC(=C1)F